C(C)(C)(C)OC(=O)N1CC2(C1)CC(CC2)N2CCC(CC2)C2=C(C=CC=C2)OC(F)(F)F.C(OC=2C=C1C(=CNC1=CC2)CC(N(C)C)([2H])[2H])([2H])([2H])[2H] 2-(5-(methoxy-d3)-1H-indol-3-yl)-N,N-dimethylethan-1-amine-1,1-d2 Tert-butyl-6-(4-(2-(trifluoromethoxy)phenyl)piperidin-1-yl)-2-azaspiro[3.4]octane-2-carboxylate